FC1=CC(=NC=C1)[C@@H](C1(CCCC1)C)NC1=C(C(C1=O)=O)NC1=C(C(=NC=C1)C(=O)N(C)C)O (R)-4-((2-(((4-fluoropyridin-2-yl)(1-methylcyclopentyl)methyl)amino)-3,4-dioxocyclobut-1-en-1-yl)amino)-3-hydroxy-N,N-dimethylpicolinamide